CN1CCC(CC1)C1=CC=CC=2N(C=NC21)C(=O)NCCC2=CC=CC=C2 4-(1-Methylpiperidin-4-yl)-N-phenethyl-1H-benzo[d]imidazole-1-carboxamide